C(C)OC(=O)C=1C=NN2C1N=C(C=C2)N2CCN(CC2)C 5-(4-methylpiperazin-1-yl)pyrazolo[1,5-a]pyrimidine-3-Carboxylic acid ethyl ester